N-Cyclopentyl-5-methyl-2-[5-(methylsulfonyl)-3,4'-bipyridin-2'-yl]-1H-imidazol-4-carboxamid C1(CCCC1)NC(=O)C=1N=C(NC1C)C1=NC=CC(=C1)C=1C=NC=C(C1)S(=O)(=O)C